3-(5-((1-(4'-chloro-[1,1'-biphenyl]-2-carbonyl)-3-hydroxyazetidin-3-yl)(hydroxy)methyl)-1-oxoisoindolin-2-yl)piperidine-2,6-dione ClC1=CC=C(C=C1)C=1C(=CC=CC1)C(=O)N1CC(C1)(O)C(C=1C=C2CN(C(C2=CC1)=O)C1C(NC(CC1)=O)=O)O